5,5'-diamino-[1,1'-biphenyl]-2,2'-diol NC1=CC=C(C(=C1)C=1C(=CC=C(C1)N)O)O